2-bromo-1-(6-bromo-2-fluoro-pyridin-3-yl)ethanone BrCC(=O)C=1C(=NC(=CC1)Br)F